tert-butyl (2S)-6-ethenyl-6-hydroxy-2-(hydroxymethyl)-1,4-oxazepane-4-carboxylate C(=C)C1(CN(C[C@H](OC1)CO)C(=O)OC(C)(C)C)O